methyl-3-(1-methylimidazol-4-yl)-4-[4-(trifluoromethyl)anilino]benzenesulfonamide CC1=C(C=CC(=C1C=1N=CN(C1)C)NC1=CC=C(C=C1)C(F)(F)F)S(=O)(=O)N